racemic-4-[(4-chlorophenyl)-(2-pyridyl)-methoxy]piperidine ClC1=CC=C(C=C1)[C@@H](OC1CCNCC1)C1=NC=CC=C1 |r|